CC=1OC=C(N1)CN (2-methyl-1,3-oxazol-4-yl)methylamine